FC1=CC(=CC=2C=3N(CCOC21)C=NC3)C(=O)NC3CCC(CC3)OCC(F)(F)F 8-Fluoro-N-((1s,4s)-4-(2,2,2-trifluoroethoxy)cyclohexyl)-5,6-dihydrobenzo[f]imidazo[1,5-d][1,4]oxazepine-10-carboxamide